3-(2,2-difluoroethoxy)-5-fluoro-2-iodopyridine FC(COC=1C(=NC=C(C1)F)I)F